C(#N)CC(=O)C1=CNC=2C=CC=C(C12)C(=O)OC methyl 3-(2-cyanoacetyl)-1H-indole-4-carboxylate